C(C1=CC=CC=C1)OC1=C(C=C(C=C1)C=1C=NN(C1O)C1=NC=C(C(=O)O)C=C1)C 6-(4-(4-(benzyloxy)-3-methylphenyl)-5-hydroxy-1H-pyrazol-1-yl)nicotinic acid